N-(2-(5-cyanopyrazin-2-yl)-1H-pyrrolo[3,2-c]pyridin-6-yl)-1-methyl-1H-pyrazole-4-carboxamide C(#N)C=1N=CC(=NC1)C1=CC=2C=NC(=CC2N1)NC(=O)C=1C=NN(C1)C